pentamethylcyclopentadienyl(1,6,6-trimethyl-1,5,6,7-tetrahydro-s-indacenyl)hafnium CC1=C(C(=C(C1([Hf]C1(C=CC2=CC=3CC(CC3C=C12)(C)C)C)C)C)C)C